2-chloro-4-(4-fluorophenyl)-2-hydroxy-6-isopropylpyrimidine-5-carbonitrile ClC1(NC(=C(C(=N1)C1=CC=C(C=C1)F)C#N)C(C)C)O